FC(C)(F)C=1C=CC(=NC1)C1=CC=C(C=C1)CO [4-[5-(1,1-difluoroethyl)-2-pyridyl]phenyl]methanol